8-Methyl-7-(4,4,5,5-tetramethyl-1,3,2-dioxaborolan-2-yl)-3-(trifluoromethyl)-[1,2,4]triazolo[4,3-a]pyridine CC=1C=2N(C=CC1B1OC(C(O1)(C)C)(C)C)C(=NN2)C(F)(F)F